CC(CC(C(=O)OC)=O)CC(C(=O)OC)=O dimethyl 4-methyl-2,6-dioxopimelate